CN(C=CC(=O)C1=CC(=CC=C1)C(F)(F)F)C 3-(dimethylamino)-1-(3-(trifluoromethyl)phenyl)prop-2-en-1-one